C(C)(=O)C1=NC=C(C(=C1F)N1C(C(=C(C=C1C)OC([2H])([2H])C1=NC=C(C=C1F)F)Cl)=O)C 2'-acetyl-3-chloro-4-[(3,5-difluoropyridin-2-yl)(2H2)methoxy]-3'-fluoro-5',6-dimethyl-[1,4'-bipyridin]-2-one